FC1=CC=C(C=C1)C1=CC(=CC=2C=C(OC21)CN)C2=CC=C(C=C2)OC=2C=NC(=CC2)F (7-(4-fluorophenyl)-5-(4-(6-fluoropyridin-3-yloxy)phenyl)benzofuran-2-yl)methylamine